[Fe+3].CC1=CC(=NC=C1)C1=NC=CC(=C1)CCC=1C=NC=NC1.CC1=CC(=NC=C1)C1=NC=CC(=C1)CCC=1C=NC=NC1.CC1=CC(=NC=C1)C1=NC=CC(=C1)CCC=1C=NC=NC1 tris[4'-methyl-4-(2-(5-pyrimidinyl)ethyl)-2,2'-bipyridine] iron (III)